titanium dioxide, palladium salt [Pd+2].[O-2].[O-2].[Ti+4]